5-[3-[2,6-dichloro-4-(3,3-dichloroallyloxyl)phenoxy]propoxy]-1H-pyrazole ClC1=C(OCCCOC2=CC=NN2)C(=CC(=C1)OCC=C(Cl)Cl)Cl